1,2-diphenyl-3-(4-tert-butylphenyl)propan-1-one C1(=CC=CC=C1)C(C(CC1=CC=C(C=C1)C(C)(C)C)C1=CC=CC=C1)=O